ClC1=C(C(=CC(=C1)C#N)Cl)NC=1N(C2=NC(=NC=C2N1)NC[C@H]1[C@H](CCCC1)O)C1CCC(CC1)C(=O)N (1R,4s)-4-(8-(2,6-dichloro-4-cyanophenylamino)-2-(((1S,2S)-2-hydroxycyclohexyl)methylamino)-9H-purin-9-yl)cyclohexanecarboxamide